C(C1=CC=CC=C1)(=O)NC[C@@H](C(=O)OCC)[C@H](O)C=1OC=CC1 ethyl (2R,3S)-2-(benzamidomethyl)-3-(furan-2-yl)-3-hydroxypropionate